C1(=CC(=CC=C1)C1=NN(C=C1)CC1CCN(CC1)C(C)=O)C1=CC=CC=C1 1-(4-((3-([1,1'-biphenyl]-3-yl)-1H-pyrazol-1-yl)methyl)piperidin-1-yl)ethan-1-one